4-(2-chloroethyl)styrene methyl-N-(7-bromo-6,8-difluoro-2-(((2R,7aS)-2-fluorotetrahydro-1H-pyrrolizin-7a(5H)-yl)methoxy)-5-methoxyquinazolin-4-yl)-N-(4-methoxybenzyl)glycinate COC(CN(CC1=CC=C(C=C1)OC)C1=NC(=NC2=C(C(=C(C(=C12)OC)F)Br)F)OC[C@]12CCCN2C[C@@H](C1)F)=O.ClCCC1=CC=C(C=C)C=C1